BrCCCOC1=CC=C(C=C1)OCCCBr 1,4-bis(3-bromopropoxy)benzene